ethyl 6-(pyridin-4-yl)pyridazine-3-carboxylate N1=CC=C(C=C1)C1=CC=C(N=N1)C(=O)OCC